N-(5-((6-((R)-3-(2,5-difluorophenyl)-isoxazolidine-2-yl)pyrimidine-4-yl)amino)-2-(4-(dimethyl-amino)piperidine-1-yl)-4-methoxyphenyl)acrylamide FC1=C(C=C(C=C1)F)[C@@H]1N(OCC1)C1=CC(=NC=N1)NC=1C(=CC(=C(C1)NC(C=C)=O)N1CCC(CC1)N(C)C)OC